(9aR,10S)-10-(bis(3-fluorophenyl)methyl)-3,5-dioxo-3,5,8,9,9a,10-hexahydro-7H-pyrrolo[1',2':4,5]pyrazino[1,2-b]pyridazin-4-yl acetate C(C)(=O)OC1=C2N(N=CC1=O)[C@H]([C@@H]1N(C2=O)CCC1)C(C1=CC(=CC=C1)F)C1=CC(=CC=C1)F